4-(imidazo[1,2-a]pyridin-8-yloxy)-3-methylaniline N=1C=CN2C1C(=CC=C2)OC2=C(C=C(N)C=C2)C